FC(C(I)(F)F)(I)F (perfluoro)1,2-diiodoethane